[Cu].NC1=NC=C(C=2C1=CN(N2)C2OCCCC2)NC(=O)C(=O)N(C(C)C2=C(C=C(C=C2)C(F)(F)F)F)CC N-(4-Amino-2-tetrahydropyran-2-yl-pyrazolo[4,3-c]pyridin-7-yl)-N'-ethyl-N'-[1-[2-fluoro-4-(trifluoromethyl)phenyl]ethyl]oxamide Copper